N[C@H](C(=O)O)CCCCNC(C1=C(C=C(C=C1)NC=1C=2N(C=CN1)C(=CN2)C2=C(C(=C(C=C2)OC)F)F)CC)=O (2S)-2-amino-6-[[4-[[3-(2,3-difluoro-4-methoxy-phenyl)imidazo[1,2-a]pyrazin-8-yl]amino]-2-ethyl-benzoyl]amino]hexanoic acid